C(CCC=CCCCCC)=O deca-4-enal